5-methyl-6-(4-((methylthio)methyl)phenyl)-7-(pyrrolidin-1-yl)-[1,2,4]triazolo[1,5-a]pyrimidine CC1=NC=2N(C(=C1C1=CC=C(C=C1)CSC)N1CCCC1)N=CN2